6-amino-2-(4-phenoxyphenyl)-2,3-dihydro-1,3-benzoxazin-4-one NC=1C=CC2=C(C(NC(O2)C2=CC=C(C=C2)OC2=CC=CC=C2)=O)C1